C(C)OC(C[C@@H](CCl)OCOC)=O (3S)-4-chloro-3-methoxymethyloxy-butyric acid ethyl ester